C(C(=C)C)(=O)O.C(C(=C)C)(=O)O.C(O)(O)=O.C(CCCCCO)O (1,6-hexanediol) carbonate dimethacrylate